Yttrium-hafnium [Hf].[Y]